C(C)(=O)/C(/C(=O)O)=C\C1=CC(O)=C(O)C=C1 Acetylcaffeic acid